2,2-bis(3-chloro-4-hydroxyphenyl)-propane ClC=1C=C(C=CC1O)C(C)(C)C1=CC(=C(C=C1)O)Cl